4'-Methoxy-trans-stilbene-4-carboxylic acid COC1=CC=C(/C=C/C2=CC=C(C=C2)C(=O)O)C=C1